bis(cyclopentadienyl)tin dihydroxide C1(C=CC=C1)[Sn](C1C=CC=C1)(O)O